indium tetradecenoate C(C=CCCCCCCCCCCC)(=O)[O-].[In+3].C(C=CCCCCCCCCCCC)(=O)[O-].C(C=CCCCCCCCCCCC)(=O)[O-]